tert-butyl-4-cyclohexanone C(C)(C)(C)C1CCC(CC1)=O